C(C=CC1=CC=CC=C1)C1=C(C(N(C1C1=CC=C(C=C1)F)C1=CC=C(C=C1)OC)=O)O 4-cinnamyl-3-hydroxy-5-(4-fluorophenyl)-1-(4-methoxyphenyl)-1H-pyrrol-2(5H)-one